C(#N)C1=C(C=C(C=C1)N1C(N(C(C1=O)(C)C)C1=CC(=C(OCCN2C[C@@H](N([C@@H](C2)C)CC(=O)O)C)C=C1C)CC)=S)C(F)(F)F 2-((2s,6r)-4-(2-(4-(3-(4-cyano-3-(trifluoromethyl)phenyl)-5,5-dimethyl-4-oxo-2-thioxoimidazolidin-1-yl)-2-ethyl-5-methylphenoxy)ethyl)-2,6-dimethylpiperazin-1-yl)acetic acid